ClC1=CC2=C(OCCCN2C)C(=C1OC)C(=O)OC methyl 7-chloro-8-methoxy-5-methyl-2,3,4,5-tetrahydrobenzo[b][1,4]oxazepine-9-carboxylate